4-[(3-chloro-4-fluorophenyl)amino]-6-(cis-4-{N-[(piperidine-1-yl)carbonyl]-N-methyl-amino}-cyclohexane-1-yloxy)-7-methoxy-quinazoline ClC=1C=C(C=CC1F)NC1=NC=NC2=CC(=C(C=C12)O[C@@H]1CC[C@@H](CC1)N(C)C(=O)N1CCCCC1)OC